C(=O)C1CCC(CC1)N1N=C(C(=C1)NC(=O)C=1N=C(OC1)C1=CC(=NC=C1)N(C(OC(C)(C)C)=O)CC(F)(F)F)C(C)(C)O 2-Tert-butyl N-[4-[4-[[1-(4-formylcyclohexyl)-3-(1-hydroxy-1-methyl-ethyl) pyrazol-4-yl]carbamoyl]oxazol-2-yl]-2-pyridyl]-N-(2,2,2-trifluoroethyl)carbamate